N[C@H](C(=O)NC1=C(C=C(C(=C1)Cl)CO)Cl)C (2S)-2-amino-N-[2,5-dichloro-4-(hydroxymethyl)phenyl]propanamide